N1(CCCCC1)CP(O)(=O)O piperidine-1-methanephosphonic acid